N-{3-[2,4-bis(methylamino)quinazolin-7-yl]phenyl}prop-2-enamide CNC1=NC2=CC(=CC=C2C(=N1)NC)C=1C=C(C=CC1)NC(C=C)=O